bis[bis(trifluoromethylsulfonyl)amino]calcium FC(S(=O)(=O)N(S(=O)(=O)C(F)(F)F)[Ca]N(S(=O)(=O)C(F)(F)F)S(=O)(=O)C(F)(F)F)(F)F